FC1=CC=C(C=C1)C(N1C(CN(CC1C1=CC(=NC=C1)C)C1=CC(N(C=2C=CC(=NC12)C#N)C)=O)C)C1=CC=C(C=C1)F 8-(4-(bis(4-fluorophenyl)methyl)-3-methyl-5-(2-methylpyridin-4-yl)piperazin-1-yl)-5-methyl-6-oxo-5,6-dihydro-1,5-naphthyridine-2-carbonitrile